N-(2-oxo-2-((2'-oxo-1,1',2',3-tetrahydrospiro[indene-2,3'-pyrrolo[2,3-b]pyridin]-5-yl)amino)ethyl)-1-(2-oxo-2-(piperazin-1-yl)ethyl)piperidine-4-carboxamide O=C(CNC(=O)C1CCN(CC1)CC(N1CCNCC1)=O)NC=1C=C2CC3(C(NC4=NC=CC=C43)=O)CC2=CC1